[Pd].C(C)C1=C(C=2C=C3C(=C(C(=CC=4C(=C(C(=CC5=C(C(=C(N5)C=C1N2)CC)CC)N4)CC)CC)N3)CC)CC)CC octaethyl-porphyrin palladium